(R)-(1-(((3-(2-cyano-2-(pyrazin-2-yl)vinyl)phenethyl)carbonyl)amino)-2-phenylethyl)boronic acid C(#N)C(=CC=1C=C(CCC(=O)N[C@@H](CC2=CC=CC=C2)B(O)O)C=CC1)C1=NC=CN=C1